N=C1N[C@H]2[C@@H](N1)CS[C@H]2CCCCC(=O)NC(C(=O)[O-])CCCC 2-(5-((3aS,4S,6aR)-2-iminohexahydro-1H-thieno[3,4-d]imidazole-4-yl)pentanamido)hexanoate